C1(=CC=C(C=C1)C1=NOC(=N1)CSC1=NN=C(S1)NC(C1=CC=C(C=C1)C(F)(F)F)=O)C N-(5-(((3-(p-tolyl)-1,2,4-oxadiazol-5-yl)methyl)thio)-1,3,4-thiadiazol-2-yl)-4-(trifluoromethyl)benzamide